Alanine, dodecylbenzenesulfonic acid salt C(CCCCCCCCCCC)C1=C(C=CC=C1)S(=O)(=O)O.N[C@@H](C)C(=O)O